4-[(4-fluorophenyl)-phenyl-methyl]Piperidine trifluoroacetate salt FC(C(=O)O)(F)F.FC1=CC=C(C=C1)C(C1CCNCC1)C1=CC=CC=C1